S(=O)(=O)(O)O.FC1=C(N)C=C(C(=C1)F)F 2,4,5-trifluoroaniline sulfate salt